ClC=1C=NC(=NC1)OC1=C(C(=CC=C1)Cl)SCCC(F)(F)F 5-chloro-2-[3-chloro-2-(3,3,3-trifluoropropylsulfanyl)phenoxy]pyrimidine